ruthenium (II) carbonyl chloride C(=O)(Cl)Cl.[Ru+2]